N1=NN=CC=2C3=CC=CC=C3C=CC12 triazaphenanthrene